3-allyloxy-2,2-difluoro-propan-1-ol C(C=C)OCC(CO)(F)F